NC1=CC=2C3=C(C(N(C2C=C1)C)=O)SCC[C@@H](N3)C3CC3 (R)-10-amino-2-cyclopropyl-7-methyl-1,2,3,4-tetrahydro[1,4]thiazepino[2,3-c]quinolin-6(7H)-one